2-((4-Fluorophenyl)-1H-pyrrolo[2,3-b]pyridin-5-yl)-N-(2,2,2-trifluoroethyl)-thiophene-2-carboxamide FC1=CC=C(C=C1)N1C=CC=2C1=NC=C(C2)C2(SC=CC2)C(=O)NCC(F)(F)F